ON1[C@@H]2CC[C@H](N(C1=O)C2)C(NS(=O)(=O)C=2N(C=CN2)C)=N (2S,5R)-6-hydroxy-N-((1-methyl-1H-imidazol-2-yl)sulfonyl)-7-oxo-1,6-diazabicyclo[3.2.1]octane-2-carboximidamide